CN(C(C(=O)O)CC(F)(F)F)S(=O)(=O)C1=CC=C(C=C1)C 2-(N,4-dimethylphenylsulfonylamino)-4,4,4-trifluorobutanoic acid